ClC1=C(C(=CC=C1)Cl)COC=1C=NC(=NC1)N1C[C@H]([C@H](C1)O)O (3R,4S)-1-{5-[(2,6-dichlorophenyl)methoxy]pyrimidin-2-yl}pyrrolidine-3,4-diol